FC=1C(=CC(=NC1)N[N+](=O)[O-])C N-(5-fluoro-4-methylpyridin-2-yl)nitramide